[Na].[Na].C1(=CC=CC=C1)O phenol disodium salt